N-methyl-N-(N,N-dimethylaminopropyl)-aminoethanol CN(CCCN(C)C)C(C)O